(S)-N-(1-(3,5-difluorobenzyl)-2-(difluoromethyl)-1H-imidazol-4-yl)-2-(4,4-difluoropiperidin-1-yl)propanamide FC=1C=C(CN2C(=NC(=C2)NC([C@H](C)N2CCC(CC2)(F)F)=O)C(F)F)C=C(C1)F